(S)-5-((dimethyl-amino)methyl)-3-fluoro-N'-((1,2,3,5,6,7-hexa-hydro-s-indacen-4-yl)-carbamoyl)thiophene-2-sulfonimidamide CN(C)CC1=CC(=C(S1)[S@](=O)(N)=NC(NC1=C2CCCC2=CC=2CCCC12)=O)F